(L)-3,4-dihydroxyphenylalanine OC=1C=C(C[C@H](N)C(=O)O)C=CC1O